tert-Butyl 3-(hydroxymethyl)-2-methyl-piperazine-1-carboxylate OCC1C(N(CCN1)C(=O)OC(C)(C)C)C